N-(2-chloro-4-(trifluoromethyl)phenyl)-1-(4-((1-(2-(2,6-dioxopiperidin-3-yl)-1,3-dioxoisoindolin-5-yl)azetidin-3-yl)ethynyl)-1H-pyrazol-1-yl)cyclobutane-2,2,3,3,4,4-d6-1-carboxamide ClC1=C(C=CC(=C1)C(F)(F)F)NC(=O)C1(C(C(C1([2H])[2H])([2H])[2H])([2H])[2H])N1N=CC(=C1)C#CC1CN(C1)C=1C=C2C(N(C(C2=CC1)=O)C1C(NC(CC1)=O)=O)=O